1-(3-((7-(2-amino-7-fluorobenzo[d]thiazol-4-yl)-6-chloro-8-fluoro-2-(((S)-1-methylpyrrolidin-2-yl)methoxy)quinazolin-4-yl)amino)azetidin-1-yl)prop-2-en-1-one NC=1SC2=C(N1)C(=CC=C2F)C2=C(C=C1C(=NC(=NC1=C2F)OC[C@H]2N(CCC2)C)NC2CN(C2)C(C=C)=O)Cl